N[C@H](C(=O)N1[C@@H](C[C@H](C1)OCC1=CC=CC=C1)C(=O)NCC1=CC=C(C=C1)C1=C(N=CS1)C)C(C)(C)C (2S,4R)-1-((S)-2-amino-3,3-dimethylbutanoyl)-4-(benzyloxy)-N-(4-(4-methylthiazol-5-yl)benzyl)pyrrolidine-2-carboxamide